4-(3-((8-(2-Fluoro-4-nitrophenoxy)-3-methoxy-1,5-naphthyridin-2-yl)oxy)propyl)morpholine FC1=C(OC=2C=CN=C3C=C(C(=NC23)OCCCN2CCOCC2)OC)C=CC(=C1)[N+](=O)[O-]